N-(4-cyano-2-fluorophenyl)-6-(4-methoxyphenyl)-1H-indole-3-sulfonamide C(#N)C1=CC(=C(C=C1)NS(=O)(=O)C1=CNC2=CC(=CC=C12)C1=CC=C(C=C1)OC)F